6-chloro-quinoxaline-2,3-dicarboxylate ClC=1C=C2N=C(C(=NC2=CC1)C(=O)[O-])C(=O)[O-]